N-(5-(1-(1-cyclopentylethyl)azetidine-3-carboxamido)-2-methylpyridin-3-yl)-6-(1-methyl-1H-pyrazol-4-yl)pyrazolo[1,5-a]pyrazine-3-carboxamide C1(CCCC1)C(C)N1CC(C1)C(=O)NC=1C=C(C(=NC1)C)NC(=O)C=1C=NN2C1C=NC(=C2)C=2C=NN(C2)C